[N+](=O)([O-])C1=CC=C(C=N1)CCNC(OC(C)(C)C)=O tert-Butyl (2-(6-nitropyridin-3-yl)ethyl)carbamate